[K].C1CCC2=C(C=3CCCC3C=C12)NC(=O)NS(=O)(=O)C1CN(CC1)C(C)C N-((1,2,3,5,6,7-Hexahydro-s-indacen-4-yl)carbamoyl)-1-iso-propylpyrrolidine-3-sulfonamide, Potassium Salt